5-[[3-[4-chloro-5-methyl-3-(trifluoromethyl)pyrazol-1-yl]benzoyl]-methyl-amino]-1,3-benzodioxole-4-carboxylic acid ClC=1C(=NN(C1C)C=1C=C(C(=O)N(C2=C(C3=C(OCO3)C=C2)C(=O)O)C)C=CC1)C(F)(F)F